S(C)(=O)(=O)OCCC[18F] 3-[18F]fluoropropyl mesylate